C1=CC=CC=2C3=CC=CC=C3C(C12)COC(=O)N([C@@H](CCCCN)C(=O)O)C(CCOCCOCCOC)=O (((9H-fluoren-9-yl)methoxy)carbonyl)-N2-(3-(2-(2-methoxyethoxy)ethoxy)propanoyl)-L-lysine